C(C)S(=O)(=O)C1=CC=C(C=C1)CC(=O)NC=1C=CC2=C(N(C(=N2)CC2=CC=C(C=C2)OC(F)(F)F)C(C)C)C1 2-(4-(ethylsulfonyl)phenyl)-N-(1-isopropyl-2-(4-(trifluoromethoxy)benzyl)-1H-benzo[d]imidazol-6-yl)acetamide